C(#N)C1=CC=C(C=C1)C1=CC=C(C=C1)C1=CC=C(C=C1)CCCCCCCCCC 4-cyano-4''-decyl-p-terphenyl